FC=1C=C(C=CC1)C1CCC(CC1)OC[C@H]1[C@H](CCC2=CC=C(C(N12)=O)C)NS(=O)(=O)C |r| rac-N-[(3S,4R)-4-({[(1s,4S)-4-(3-fluorophenyl)cyclohexyl]oxy}methyl)-7-methyl-6-oxo-1,3,4,6-tetrahydro-2H-quinolizin-3-yl]methanesulfonamide